OC1(CCCCC1)C1=C(C=CC=C1)C(=O)C1=C(C=CC=C1)C1(CCCCC1)O 1-hydroxy-cyclohexylphenyl Ketone